NC1=NC=2C=CC(=CC2C2=C1[C@@H](OC2)C)C(=O)N(CC2=NC=C(C=C2)C(F)(F)F)[C@@H]2[C@H](CCC2)C#N (3S)-4-amino-N-((1S,2S)-2-cyanocyclopentyl)-3-methyl-N-((5-(trifluoromethyl)-2-pyridinyl)methyl)-1,3-dihydrofuro[3,4-c]quinoline-8-carboxamide